C(C(=C)C)(=O)OCCC(C(=O)O)CC(=O)O methacrylooxyethylsuccinic acid